3-amino-N-((6-(3-(methylamino)azetidin-1-yl)pyridin-2-yl)methyl)-6-(3-methylimidazo[1,2-a]pyridin-6-yl)-5-(oxazol-2-yl)pyrazine-2-carboxamide NC=1C(=NC(=C(N1)C=1OC=CN1)C=1C=CC=2N(C1)C(=CN2)C)C(=O)NCC2=NC(=CC=C2)N2CC(C2)NC